FC1=C(C#N)C(=CC=C1)F 2,6-difluoro-benzonitrile